C(#N)C=1C=C2C(=CN(C2=CC1)S(=O)(=O)C1=CC=C(C)C=C1)CCCN1CCN(CC1)C1=NC=C(C=N1)C=1SC(=C(N1)C)C(=O)N 2-(2-(4-(3-(5-cyano-1-p-toluenesulfonyl-1H-indol-3-yl)propyl)piperazin-1-yl)pyrimidin-5-yl)-4-methylthiazole-5-carboxamide